3-[(3-fluoro-2-methoxyphenyl)amino]-2-{3-[2-(piperidin-2-yl)ethynyl]pyridin-4-yl}-1H,5H,6H,7H-pyrrolo[3,2-c]pyridin-4-one FC=1C(=C(C=CC1)NC1=C(NC2=C1C(NCC2)=O)C2=C(C=NC=C2)C#CC2NCCCC2)OC